C(C1=CC=CC=C1)[N+](C)(C)CCCCCCCCCC benzyl-decyl-dimethyl-ammonium